ethyl 2-[[(2R)-2-(tert-butoxycarbonylamino)-3-phenyl-propionyl] amino]-7,7,7-trifluoro-heptanoate C(C)(C)(C)OC(=O)N[C@@H](C(=O)NC(C(=O)OCC)CCCCC(F)(F)F)CC1=CC=CC=C1